3-amino-2-((2,6-dimethylpyridin-4-yl)ethynyl)-5,8-dihydro-1,7-naphthyridine-7(6H)-carboxylate NC=1C(=NC=2CN(CCC2C1)C(=O)[O-])C#CC1=CC(=NC(=C1)C)C